(R)-5-(2-((5,6-diethyl-2,3-dihydro-1H-inden-2-yl)amino)-1-hydroxyethyl)-8-((4-Fluorobenzyl)oxy)quinolin-2(1H)-one C(C)C=1C=C2CC(CC2=CC1CC)NC[C@H](O)C1=C2C=CC(NC2=C(C=C1)OCC1=CC=C(C=C1)F)=O